O=C1NC(CCC1N1C(C2=CC=C(C=C2C1=O)OCCCCCCCCN(C)CC=1C=C(OCCN2C=CC3=CC=C(C=C23)C(=O)NOC2OCCCC2)C=CC1)=O)=O 1-(2-(3-(((8-((2-(2,6-dioxopiperidin-3-yl)-1,3-dioxoisoindolin-5-yl)oxy)octyl)(methyl)amino)methyl)phenoxy)ethyl)-N-((tetrahydro-2H-pyran-2-yl)oxy)-1H-indole-6-carboxamide